CC1=CC=C(C=C1)N(C=1C=C2C=3C=C(C=CC3OC2=CC1)N(C1=CC=CC=C1)C1=CC=C(C=C1)C)C1=CC=CC=C1 N4,N12-bis(4-methylphenyl)-N4,N12-diphenyl-8-oxatricyclo[7.4.0.02,7]trideca-1(9),2,4,6,10,12-hexaene-4,12-diamine